C(#N)C1=C(C(=NC=C1)C1=NC=CC=C1)C#N dicyano-2,2'-bipyridine